C(#N)C=1C(=NC(=C(C(=O)N[C@H]2CS(C=C2)(=O)=O)C1)OC)C1=CC=CC=C1 (R)-5-cyano-N-(1,1-dioxido-2,3-dihydrothiophen-3-yl)-2-methoxy-6-phenylnicotinamide